[Na+].C(C(CCC)CCC)(=O)[O-].C(C(CCC)CCC)(=O)[O-].[Na+] divalproate sodium salt